(R)-4-((3-(2-((4-(methylsulfonyl)piperazin-1-yl)methyl)acrylamido)piperidin-1-yl)methyl)-N-(4-(4-morpholino-7H-pyrrolo[2,3-d]pyrimidin-6-yl)phenyl)picolinamide trifluoroacetate FC(C(=O)O)(F)F.CS(=O)(=O)N1CCN(CC1)CC(C(=O)N[C@H]1CN(CCC1)CC1=CC(=NC=C1)C(=O)NC1=CC=C(C=C1)C1=CC2=C(N=CN=C2N2CCOCC2)N1)=C